4-[4-(5-chloro-2-methylphenyl)piperazinyl]Butyl-benzoOxazoline-2-one-5-carboxamide ClC=1C=CC(=C(C1)N1CCN(CC1)CCCCC1=C(C=CC2=C1NC(O2)=O)C(=O)N)C